4-(2-hydroxyethoxy)phenyl-(2-hydroxy-2-propyl)methanone tert-butyl-(S)-2-(((4-bromothiophen-2-yl)methyl)carbamoyl)-4-oxopyrrolidine-1-carboxylate C(C)(C)(C)OC(=O)N1[C@@H](CC(C1)=O)C(NCC=1SC=C(C1)Br)=O.OCCOC1=CC=C(C=C1)C(=O)C(C)(C)O